OCC1=CC=C(C=N1)C=1CCN(CC1)C(=O)OC(C)(C)C tert-butyl 6-(hydroxymethyl)-3',6'-dihydro-[3,4'-bipyridine]-1'(2'H)-carboxylate